tert-butyl 4-(4-((tert-butoxycarbonyl)amino)thiazol-2-yl)-3,6-dihydropyridine-1(2H)-carboxylate C(C)(C)(C)OC(=O)NC=1N=C(SC1)C=1CCN(CC1)C(=O)OC(C)(C)C